COC=1C=C(C=CC1OC)C=1N=C2N(C(C1)=O)C=C(C=C2)NC2CCNCC2 2-(3,4-dimethoxyphenyl)-7-(piperidin-4-ylamino)-4H-pyrido[1,2-a]pyrimidin-4-one